[C@@]12(CNCC2C1)OC(NC=1N=CC2=CC(=C(C=C2C1)C1=C(C2=C(OCCN2)N=C1)C)F)=O (R)-3-Azabicyclo[3.1.0]hexan-1-yl-(7-fluoro-6-(8-methyl-2,3-dihydro-1H-pyrido[2,3-b][1,4]oxazin-7-yl)isochinolin-3-yl)carbamat